N-(2-(2-cyano-2-(10-methylacridin-9(10H)ylidene)acetamido)ethyl)methacrylamide C(#N)C(C(=O)NCCNC(C(=C)C)=O)=C1C2=CC=CC=C2N(C=2C=CC=CC12)C